NC=1NC(C=2N(C(N(C2N1)[C@@H]1O[C@@H]([C@@H]([C@H]1O)O)CO)=O)CCC)=O 2-Amino-9-((2R,3R,4R,5R)-3,4-dihydroxy-5-(hydroxymethyl)tetrahydrofuran-2-yl)-7-propyl-7,9-dihydro-1H-purine-6,8-dion